NCCC#CC1=CC=CC=2N(C(N(C21)C)=O)C2C(NC(CC2)=O)=O 3-(4-(4-Aminobut-1-yn-1-yl)-3-methyl-2-oxo-2,3-dihydro-1H-benzo[d]imidazol-1-yl)piperidine-2,6-dione